BrC1=CC=CC=2N(C(=NC21)C2=CC=CC=1C3=CC=CC=C3NC21)C2=CC=CC=C2 1-(4-bromo-1-phenyl-1H-benzo[D]imidazol-2-yl)-9H-carbazole